2-(4-(dimethylamino)piperidin-1-yl)-5-nitrophenol CN(C1CCN(CC1)C1=C(C=C(C=C1)[N+](=O)[O-])O)C